O1C2=C(OCC1C=1NCC(N1)([2H])[2H])C(=C(C(=C2[2H])[2H])[2H])[2H] 2-(2,3-dihydrobenzo[b][1,4]dioxin-2-yl-5,6,7,8-d4)-4,5-dihydro-1H-imidazole-4,4-d2